5-(thien-3-ylmethyl)-2-thioxothiazolidin-4-one S1C=C(C=C1)CC1C(NC(S1)=S)=O